ClC1=CC=C(C=C1)C1=C(CCC1)C1=C(C(=O)NCC(=O)N2C(CC(C2)(F)F)C#N)C=CN=C1 3-(2-(4-chlorophenyl)cyclopent-1-en-1-yl)-N-(2-(2-cyano-4,4-difluoropyrrolidin-1-yl)-2-oxoethyl)isonicotinamide